C(C)C1=C(C(=CC(=C1)O)C)NC(=O)C(=O)NC1=C(C=C(C=C1C)O)CC N,N'-bis-(2-ethyl-4-hydroxy-6-methyl-phenyl)-oxamide